dimethyl-2-hydroxyethyl-2,3-dioleyloxypropyl-ammonium bromide [Br-].C[N+](CC(COCCCCCCCC\C=C/CCCCCCCC)OCCCCCCCC\C=C/CCCCCCCC)(CCO)C